C1=CC(=C(C=C1C(F)(F)F)Cl)Cl 3,4-dichlorotrifluoromethylbenzene